CC1=C(C=CC=C1)C=CC(=O)NC1=CC=C(C=C1)N1C2=C(NC(CC1=O)=O)C1=CC=CC=C1C=C2 5-[4-[3-(2-methylphenyl)propenoylamino]phenyl]-1H-naphtho[1,2-b][1,4]diazepine-2,4(3H,5H)-dione